Ethyl-(3aR,10aR)-8-((4-fluoro-3-methylphenyl)carbamoyl)-7-methyl-3a,4,10,10a-tetrahydro-1H,7H-dipyrrolo[3,4-c:3',4'-g][1,6,2]dithiazocin-2(3H)-carboxylat-5,5,9-trioxid C(C)C1N(C[C@@H]2NS(C=3C(S(C[C@@H]21)=O)=C(N(C3)C)C(NC3=CC(=C(C=C3)F)C)=O)(=O)=O)C(=O)[O-]